C(C)(=O)NNC(=S)N 1-Acetyl-3-thiosemicarbazide